6-chloro-N-{3-[2-(4-chloro-3-fluorophenoxy)acetamido]bicyclo[1.1.1]pent-1-yl}-4-(2,2,2-trifluoroethanesulfonyl)-3,4-dihydro-2H-1,4-benzoxazine-2-carboxamide ClC=1C=CC2=C(N(CC(O2)C(=O)NC23CC(C2)(C3)NC(COC3=CC(=C(C=C3)Cl)F)=O)S(=O)(=O)CC(F)(F)F)C1